Vinylmethyl Methylvinylacetat CC=CCC(=O)OCC=C